OC1=CC=C(C=2C(C3=CC=CC=C3C(C12)=O)=O)NC1=C(C=C(C=C1)C)S(=O)(=O)O 2-[(9,10-dihydro-4-hydroxy-9,10-dioxo-1-anthryl)amino]-5-methyl-benzenesulfonic acid